C(C)OC(CC1=C(C=C(C(=C1)F)Br)COCCC1=C(C(=CC(=C1)Cl)F)COC1=NC(=CC=C1)Cl)=O 2-[4-bromo-2-[2-[5-chloro-2-[(6-chloro-2-pyridinyl)oxymethyl]-3-fluoro-phenyl]ethoxymethyl]-5-fluoro-phenyl]acetic acid ethyl ester